IC=1N(N=C2C=CC(=CC12)C1(CC1)C#N)C=1C=C2C(=CN1)N(N=C2)CC(C(F)(F)F)(F)F 1-[3-iodo-2-[1-(2,2,3,3,3-pentafluoropropyl)pyrazolo[3,4-c]pyridin-5-yl]indazol-5-yl]cyclopropanecarbonitrile